N-(3-(azepan-1-yl)-4-(4-methyl-2-(thiophen-2-yl)piperazine-1-carbonyl)phenyl)Cyclopropanecarboxamide N1(CCCCCC1)C=1C=C(C=CC1C(=O)N1C(CN(CC1)C)C=1SC=CC1)NC(=O)C1CC1